C(C)S(=O)(=O)C=1C=CC(=NC1C1=NC=2N(C=C1)N=C(C2)C(F)(F)F)N2N=CN(C2=O)C2=CC=C(C=C2)OC(F)(F)F 2-(5-(ethylsulfonyl)-6-(2-(trifluoromethyl)pyrazolo[1,5-a]pyrimidin-5-yl)pyridin-2-yl)-4-(4-(trifluoromethoxy)phenyl)-2,4-dihydro-3H-1,2,4-triazol-3-one